5-(6-cyclopentyl-1H-pyrrolo[2,3-b]pyridin-3-yl)-N-(2,2-difluoroethyl)pyrazolo[1,5-a]pyridine-3-carboxamide C1(CCCC1)C1=CC=C2C(=N1)NC=C2C2=CC=1N(C=C2)N=CC1C(=O)NCC(F)F